N-(4-(1-(4-(((R)-1-Hydroxy-4-methylpentan-2-yl)amino)-6-(methylsulfonamido)-1,3,5-triazin-2-yl)propan-2-yl)phenyl)-N-methylacetamide OC[C@@H](CC(C)C)NC1=NC(=NC(=N1)NS(=O)(=O)C)CC(C)C1=CC=C(C=C1)N(C(C)=O)C